2-bromo-6-(cyclopropyl-(methoxy)methyl)pyridine tert-Butyl-(4-((3-(butylamino)-8-(morpholinomethyl)-6-oxopyrimido[4,5-c]isoquinolin-5(6H)-yl)methyl)cyclohexyl)carbamate C(C)(C)(C)N(C(O)=O)C1CCC(CC1)CN1C(C=2C=C(C=CC2C2=C1N=C(N=C2)NCCCC)CN2CCOCC2)=O.BrC2=NC(=CC=C2)C(OC)C2CC2